(Z)-3-chloro-N-(1-(3-chloro-5-(pyrimidin-2-yl)phenyl)-2-(cyclohex-1-en-1-ylamino)-2-oxoethyl)-N-cyclopropyl-acrylamide Cl\C=C/C(=O)N(C1CC1)C(C(=O)NC1=CCCCC1)C1=CC(=CC(=C1)C1=NC=CC=N1)Cl